N-(piperidin-4-yl)pyridazin-3-amine hydrochloride Cl.N1CCC(CC1)NC=1N=NC=CC1